C(C)(=O)N1CCN(CC1)C1=CC=C(C=C1)C=1C=C2C(=NC1)NC=C2C(=O)C=2C(=C(C=CC2F)NS(=O)(=O)CCC)F N-(3-(5-(4-(4-acetylpiperazin-1-yl)phenyl)-1H-pyrrolo[2,3-b]pyridine-3-carbonyl)-2,4-difluorophenyl)propane-1-sulfonamide